ClC1=C(C=C(C=C1)CN)F (4-chloro-3-fluorophenyl)methylAmine